C(=O)(O)CN1CCN(CCN(CCN(CC1)[C@H](CO)[C@@H](CO)O)CC(=O)[O-])CC(=O)[O-].[Ca+2] calcium 2,2'-(7-(carboxymethyl)-10-((2R,3S)-1,3,4-trihydroxybutan-2-yl)-1,4,7,10-tetraazacyclododecane-1,4-diyl)diacetate